3-iodo-5,5-dimethyl-4,5-dihydroisoxazole IC1=NOC(C1)(C)C